C(C)(C)(C)OC(CSC1(CCC1)C(=O)OCC)=O ethyl 1-(2-tert-butoxy-2-oxo-ethyl)sulfanylcyclobutanecarboxylate